BrC=1C(=C(N(C1C)C(=O)OC(C)(C)C)C(=O)OC)I O1-tert-butyl O2-methyl 4-bromo-3-iodo-5-methyl-pyrrole-1,2-dicarboxylate